FC1=CN=CC2=CC=CC(=C12)S(=O)(=O)N1[C@H](CNCCC1)C 4-fluoro-5-[[(2S)-hexahydro-2-methyl-1H-1,4-diazepin-1-yl]sulfonyl]-isoquinoline